ClC=1C(=C(C=CC1F)N(C(=O)[C@H]1N(C(N(C1)C(=O)OC(C)(C)C)=O)C1=NC(=CC(=C1)C(F)(F)F)C)C)F (S)-tert-butyl 4-((3-chloro-2,4-difluorophenyl)(methyl)carbamoyl)-3-(6-methyl-4-(trifluoromethyl)pyridin-2-yl)-2-oxoimidazolidine-1-carboxylate